O(C1=CC=CC=C1)C=1C=C(C=CC1)OC(=O)C1(C(C1(C)C)(C)C)C (3-phenoxyphenyl)-methyl-2,2,3,3-tetramethyl-cyclopropanecarboxylate